C(C)[NH+](CC)CC.[Al+3] aluminum triethylammonium